NC1=CC=C(C(=C1C(=O)N(C)C)F)C=1C(=C2C(=NC1)NC[C@@]21C[C@@H](CC1)N1N=CC=C1C)Cl 6-Amino-3-((1S,3R)-4'-chloro-3-(5-methyl-1H-pyrazol-1-yl)-1',2'-dihydrospiro[cyclopentane-1,3'-pyrrolo[2,3-b]pyridin]-5'-yl)-2-fluoro-N,N-dimethylbenzamide